C(N)(OC1=C(C(=C(C=C1)CCCCCCCCCCC)CCCCCCCCCCC)CCCCCCCCCCC)=O (triundecylphenyl) carbamate